CCCCCCCC/C=C\\CCCCCCCC(=O)OC(CO)COC(=O)CCCCCCC/C=C\\C/C=C\\C/C=C\\CC The molecule is a 1,2-diglyceride with linolenoyl and oleoyl as the two acyl groups. It derives from an oleic acid and an alpha-linolenic acid.